tert-butyl (R)-4-(difluoro(2-fluoro-3-(1-((8-hydroxy-1-methyl-6-morpholino-2-oxo-1,2-dihydroquinazolin-4-yl)amino)ethyl)phenyl)methyl)piperidine-1-carboxylate FC(C1CCN(CC1)C(=O)OC(C)(C)C)(C1=C(C(=CC=C1)[C@@H](C)NC1=NC(N(C2=C(C=C(C=C12)N1CCOCC1)O)C)=O)F)F